C(C)OC(=O)C=1C=C(NC1)C1=CC(=C(C=C1)Cl)C(F)(F)F (4-chloro-3-(trifluoromethyl)phenyl)Azole-4-carboxylic acid ethyl ester